4-[1-(methoxymethyl)-2,2-dimethyl-3-bicyclo[3.1.0]hex-yl]-2-methyl-but-2-en-1-ol COCC12C(C(CC2C1)CC=C(CO)C)(C)C